C1(=CC(=CC=C1)\C=C\C=C\C=1C=C(C=CC1)C)C (1E,3E)-1,4-di-m-tolylbuta-1,3-diene